ClC1=C(C=C(C(=C1CC)N)CC)CC1=C(C(=C(C(=C1)CC)N)CC)Cl bis(2-chloro-4-amino-3,5-diethylphenyl)methane